C1(CC1)C1=C(C(=NO1)C1=C(C=CC=C1)C(F)(F)F)C1=CC2(C1)CCN(CC2)C2=CC=C1C(=CN(C1=C2)C)C(=O)O 6-(2-(5-cyclopropyl-3-(2-(trifluoromethyl)phenyl)isoxazol-4-yl)-7-azaspiro[3.5]non-1-en-7-yl)-1-methyl-1H-indole-3-carboxylic acid